CN1C=NC2=C1C=CC(=C2)COC2=CC=CC(=N2)C=2CCN(CC2)CC2=NC1=C(N2C[C@H]2OCC2)C=C(C=C1)C(=O)OC methyl (S)-2-((6-(1-methyl-1H-benzo[d]imidazol-5-ylmethoxy)-3',6'-dihydro-[2,4'-bipyridine]-1'(2'H)-yl) methyl)-1-(oxetan-2-ylmethyl)-1H-benzo[d]imidazole-6-carboxylate